(R)-N-(5-((6-(3-(3-fluoro-5-(piperidin-1-yl)phenyl)-isoxazolidin-2-yl)-pyrimidin-4-yl)-amino)-4-methoxy-2-(4-methylpiperazin-1-yl)phenyl)-acrylamide FC=1C=C(C=C(C1)N1CCCCC1)[C@@H]1N(OCC1)C1=CC(=NC=N1)NC=1C(=CC(=C(C1)NC(C=C)=O)N1CCN(CC1)C)OC